5-cyclohexyl-5-oxopentanoic acid C1(CCCCC1)C(CCCC(=O)O)=O